2,2,2-trifluoro-1-(4-nitrophenyl)ethan-1-one FC(C(=O)C1=CC=C(C=C1)[N+](=O)[O-])(F)F